methyl 3-(4-(tert-butoxycarbonyl)phenyl)bicyclo[1.1.1]pentane-1-carboxylate C(C)(C)(C)OC(=O)C1=CC=C(C=C1)C12CC(C1)(C2)C(=O)OC